C(=O)(O)CCOC[C@H](N)C(=O)O 3-(carboxyethoxy)-alanine